C(C)OC(=O)C1NC2=CC=C(C=C2C(C1CC=C)OCC=C)OC Ethyl-3-allyl-4-(allyloxy)-6-methoxy-1,2,3,4-tetrahydroquinoline-2-carboxylate